4-((2-amino-4-(3,5-dimethylisoxazol-4-yl)phenyl)amino)-1-methylcyclohexanol NC1=C(C=CC(=C1)C=1C(=NOC1C)C)NC1CCC(CC1)(O)C